Methyl 4-(benzyloxy)-5-cyclopropyloxy-2-nitrobenzoate C(C1=CC=CC=C1)OC1=CC(=C(C(=O)OC)C=C1OC1CC1)[N+](=O)[O-]